The molecule is a stilbenoid that is cis-3,5,3',4'-tetrahydroxystilbene substituted at position 3 by a beta-D-glucosyl residue. It has a role as a metabolite. It is a polyphenol, a stilbenoid, a beta-D-glucoside and a monosaccharide derivative. It derives from a cis-3,5,3',4'-tetrahydroxystilbene. C1=CC(=C(C=C1/C=C\\C2=CC(=CC(=C2)O[C@H]3[C@@H]([C@H]([C@@H]([C@H](O3)CO)O)O)O)O)O)O